ClCC(CC=1OC(=NN1)C1=C(C=CC=C1)NC1=CC=C(C=C1)C(F)(F)F)O 1-chloro-3-(5-(2-((4-(trifluoromethyl)phenyl)amino)phenyl)-1,3,4-oxadiazol-2-yl)propan-2-ol